ClN1C(N(CC1)CCOC1=C(C2=CC3=CC4=CC=CC=C4C=C3C=C2C=C1)C#[N+][O-])=O 2-(2-(3-Chloro-2-oxoimidazolin-1-yl)ethoxy)-1-naphthacenecarbonitrile oxide